2,5-dichloro-Bocaniline ClC1=C(NC(=O)OC(C)(C)C)C=C(C=C1)Cl